4-(8-(6-chloropyridazin-4-yl)-3,8-diazabicyclo[3.2.1]octan-3-yl)-6-(2-(methoxymethoxy)phenyl)pyridazin-3-amine ClC1=CC(=CN=N1)N1C2CN(CC1CC2)C2=C(N=NC(=C2)C2=C(C=CC=C2)OCOC)N